C1(=CC=CC=C1)C=1N=CC2=CC=CC=C2C1 3-Phenylisochinolin